COC1=C(C=CC(=C1)N1CCC(CC1)N1CCN(CC1)C)NC1=NC=NC(=C1)N1OCC[C@@H]1C1=CC=CC=C1 (R)-N-(2-methoxy-4-(4-(4-methylpiperazin-1-yl)piperidin-1-yl)phenyl)-6-(3-phenylisoxazolidine-2-yl)pyrimidin-4-amine